O=C1NC(CCC1C1=NN(C2=C1C=NC(=C2)N2CCN(CC2)C(=O)OC(C)(C)C)C)=O tert-butyl 4-[3-(2,6-dioxo-3-piperidyl)-1-methyl-pyrazolo[4,3-c]pyridin-6-yl]piperazine-1-carboxylate